FC1=CC(=CC=2N(C(=NC21)C)C(C)C)C2=CNC=1N=C(N=CC12)NCC(F)(F)F 5-(4-fluoro-1-isopropyl-2-methyl-1H-benzo[d]imidazol-6-yl)-N-(2,2,2-trifluoroethyl)-7H-pyrrolo[2,3-d]pyrimidin-2-amine